C1(CCCCC1)CC(C(=O)OCC(C)(C)C)C(C(=O)OCC(C)(C)C)CC1CCCCC1 dineopentyl 2,3-bis(cyclohexylmethyl)succinate